1,2,7,8-nonatetraene C=C=CCCCC=C=C